BrC=1C(=CC(=C(C1)C(C(C)C)=O)O)O 1-(5-bromo-2,4-dihydroxyphenyl)-2-methyl-1-propanone